(R)-1-(4-((1-(3-(1,1-difluoro-2-hydroxy-2-methylpropyl)phenyl)ethyl)amino)-7-methoxy-2-methylpyrido[2,3-d]pyrimidin-6-yl)cyclopropane-1-carbonitrile FC(C(C)(C)O)(F)C=1C=C(C=CC1)[C@@H](C)NC=1C2=C(N=C(N1)C)N=C(C(=C2)C2(CC2)C#N)OC